1-(((1-(tert-butoxycarbonyl)piperidine-2-carbonyl)oxy)methyl)-4-(3,4-dichlorophenoxy)-1H-1,2,3-triazole-5-carboxylic acid C(C)(C)(C)OC(=O)N1C(CCCC1)C(=O)OCN1N=NC(=C1C(=O)O)OC1=CC(=C(C=C1)Cl)Cl